[1-(4-bromo-2-pyridinyl)-4-piperidinyl]methanol BrC1=CC(=NC=C1)N1CCC(CC1)CO